(2,2-Dimethyl-1,3-dioxolane-4-yl)propanol CC1(OCC(O1)C(CC)O)C